[(3aR,6aS)-5-(4,6-dimethylpyrimidin-2-yl)hexahydropyrrolo[3,4-c]pyrrole-2(1H)-yl][2-(pyridin-3-yl)pyrazolo[1,5-a]pyridin-3-yl]methanone CC1=NC(=NC(=C1)C)N1C[C@@H]2[C@H](C1)CN(C2)C(=O)C=2C(=NN1C2C=CC=C1)C=1C=NC=CC1